FC(C)(F)C1=NC(=CC(=N1)N1CC2(C=3C=NC(=CC31)NC(C)=O)CC2)NCCC(C)F N-(1'-(2-(1,1-difluoroethyl)-6-((3-fluorobutyl)amino)pyrimidin-4-yl)-1',2'-dihydrospiro[cyclopropane-1,3'-pyrrolo[3,2-c]pyridin]-6'-yl)acetamide